ClC=1C=C(OCC(=O)NC)C=C(C1CC1=C(C(=C(C=C1)O)C(C)C)F)C(C)C 2-(3-chloro-4-(2-fluoro-4-hydroxy-3-isopropylbenzyl)-5-isopropylphenoxy)-N-methylacetamide